1-cyclopentyl-5-(2,6-dimethoxyphenyl)-N-[(2S)-1-(1-methyl-1H-1,2,3,4-tetrazol-5-yl)-4-(piperidin-1-yl)butan-2-yl]-1H-pyrazole-3-carboxamide C1(CCCC1)N1N=C(C=C1C1=C(C=CC=C1OC)OC)C(=O)N[C@H](CC1=NN=NN1C)CCN1CCCCC1